C(C1=CC=CC=C1)(C1=CC=CC=C1)Cl Benzhydryl chloride